Tert-butyl (2S,4R)-2-((3-(2-((1-(2-chloro-4-methylphenyl)-2-oxopyrrolidin-3-yl) amino)-2-oxoacetyl)-1H-indol-5-yl) carbamoyl)-4-hydroxypyrrolidin-1-carboxylate ClC1=C(C=CC(=C1)C)N1C(C(CC1)NC(C(=O)C1=CNC2=CC=C(C=C12)NC(=O)[C@H]1N(C[C@@H](C1)O)C(=O)OC(C)(C)C)=O)=O